FC12CC3CC(CC(C1)C3)C2 1-fluoroadamantane